[Na+].C[Si](C(C(C(=O)[O-])([2H])[2H])([2H])[2H])(C)C 3-(trimethylsilyl)propionic acid-d4 sodium salt